C(C)(C)(C)OC1=C(C=CC=C1)C=1C=C(C=CC1C1=C(C=CC=C1)OC(C)(C)C)[SH2+] 3,4-di(t-butoxyphenyl)phenylsulfonium